3,5-diphenylbenzenesulfonic acid C1(=CC=CC=C1)C=1C=C(C=C(C1)C1=CC=CC=C1)S(=O)(=O)O